N2-(4-(4-ethylpiperazin-1-yl)phenyl)-N4-(1H-indol-5-yl)pyrimidine-2,4-diamine C(C)N1CCN(CC1)C1=CC=C(C=C1)NC1=NC=CC(=N1)NC=1C=C2C=CNC2=CC1